BrC1=NNC=N1 3-bromo-1,2,4-triazole